C(#N)C=1C=NC2=CC(=CC=C2C1N1CCC(CC1)CCP(O)(O)=O)OC (2-(1-(3-cyano-7-methoxyquinolin-4-yl)piperidin-4-yl)ethyl)phosphonic acid